BrC1=CC=C(N(CCCC)C2=CC=C(C=C2)Br)C=C1 4-bromo-N-(4-bromophenyl)-N-butylaniline